C1(=CC=CC=C1)C1=CC(=NO1)NS(=O)(=O)C1=CC=C(C=C1)C1=CC=CC=C1 N-(5-phenylisoxazol-3-yl)-[1,1'-biphenyl]-4-sulfonamide